(S)-tert-butyl (1-(dimethylamino)-1-oxopropan-2-yl)carbamate CN(C([C@H](C)NC(OC(C)(C)C)=O)=O)C